1-(4-(5-chloro-6-(2-fluoro-6-hydroxyphenyl)-2,1-benzothiazol-3-yl)-1-piperazinyl)-2-propen-1-one ClC=1C(=CC=2C(=C(SN2)N2CCN(CC2)C(C=C)=O)C1)C1=C(C=CC=C1O)F